2-(2-Dimethylamino-3-hydroxy-propyl)-5-[1-(2-fluoro-6-methyl-phenyl)-piperidin-4-yl]-7-(2-trifluoromethyl-benzyl)-2,4,5,7-tetrahydro-pyrazolo[3,4-d]pyrimidin-6-one CN(C(CN1N=C2N(C(N(CC2=C1)C1CCN(CC1)C1=C(C=CC=C1C)F)=O)CC1=C(C=CC=C1)C(F)(F)F)CO)C